4-(4-chloro-6-(cyclopentyl-(methyl)amino)pyridinamido)benzoic acid ClC1=CC(=NC(=C1)N(C)C1CCCC1)C(=O)NC1=CC=C(C(=O)O)C=C1